OCC1([C@@H](O)[C@H](O)[C@H](O1)CO)N[C@@H](CC(N)=O)C(=O)O fructosyl-asparagine